7-(4-(trifluoromethoxy)phenyl)thiazolo[5,4-d]pyrimidine-5-carbonitrile FC(OC1=CC=C(C=C1)C=1C2=C(N=C(N1)C#N)SC=N2)(F)F